6-[(1-allylcyclohexyl)amino]-3-nitro-5-(trifluoromethyl)pyridine-2-carboxylic acid C(C=C)C1(CCCCC1)NC1=C(C=C(C(=N1)C(=O)O)[N+](=O)[O-])C(F)(F)F